ClC1=NC=C(C(=C1)F)C#CC=1C(=NN(C1)C)C(F)(F)F 2-chloro-4-fluoro-5-(2-(1-methyl-3-(trifluoromethyl)pyrazol-4-yl)ethynyl)pyridine